2,3-dimethyl-fluorobenzene CC1=C(C=CC=C1C)F